C(C)(C)(C)C=1C(=C(C=C(C1)CCC(=O)OCCCCCCCC)N1N=C2C(=N1)C=CC(=C2)Cl)O 2-(3'-tert-butyl-2'-hydroxy-5'-(2-octoxycarbonylethyl)phenyl)-5-chlorobenzotriazole